C(#N)C(C)(OC=1C=C(C(=NC1)C(=O)O)SCC)C 5-(1-cyano-1-methyl-ethoxy)-3-ethylsulfanyl-pyridine-2-carboxylic acid